2,3-dichlorophenyl azide ClC1=C(C=CC=C1Cl)N=[N+]=[N-]